C=C\C=C/C=C/CCCCC(CCC)O trans-3-cis-8-cis-11-tetradecatrienol